COC1=CC=2C3=C(NC2C=C1)CNC3 7-methoxy-1,2,3,4-tetrahydropyrrolo[3,4-b]Indole